ClC1=C(C(=C(C=C1OC)OC)Cl)C1=CC2=C(N=C(N=C2)SC)C(=N1)NCC1COC1 6-(2,6-dichloro-3,5-dimethoxyphenyl)-2-(methylthio)-N-(oxetan-3-ylmethyl)pyrido[3,4-d]pyrimidine-8-amine